(R)-1-(1-cyclopropylethoxy)-4-nitrobenzene C1(CC1)[C@@H](C)OC1=CC=C(C=C1)[N+](=O)[O-]